4-(acetamido(4-(2',3',4',5'-tetrahydro-[1,1'-biphenyl]-4-yl)-1H-benzo[d]imidazol-2-yl)methyl)benzoic acid C(C)(=O)NC(C1=CC=C(C(=O)O)C=C1)C1=NC2=C(N1)C=CC=C2C2=CC=C(C=C2)C=2CCCCC2